ClC=1C=C(C=CC1CN1N=C(N=N1)C1(CC1)C1=NC=CN=C1)C=1OC(=NN1)C(F)F 2-[3-Chloro-4-[[5-(1-pyrazin-2-ylcyclopropyl)tetrazol-2-yl]methyl]phenyl]-5-(difluoromethyl)-1,3,4-oxadiazole